C(CCCCCCCCCCC)/C=1/C(=O)OC(\C1)=O dodecyl-maleic acid anhydride